3-(2-benzyloxy-5-methyl-phenyl)-3-phenyl-acrylic acid C(C1=CC=CC=C1)OC1=C(C=C(C=C1)C)C(=CC(=O)O)C1=CC=CC=C1